C[C@@H]1CN(C[C@@H](C1)NC1C(NCC1)=O)C1=CC=C(C=2N=CC=NC12)C#N 8-[(3S,5R)-3-methyl-5-[(2-oxopyrrolidin-3-yl)amino]piperidin-1-yl]quinoxaline-5-carbonitrile